N2-[4-(oxazol-5-yl)phenyl]-2,4-pyrimidinediamine O1C=NC=C1C1=CC=C(C=C1)NC1=NC=CC(=N1)N